N-(2H-chromen-4-yl)acetamide O1CC=C(C2=CC=CC=C12)NC(C)=O